BrC=1C=CC(N(C1)C1CC1)=O 5-bromo-1-cyclopropylpyridin-2(1H)-one